C(#N)C1=CC=CC=2C=3N(C(=NC12)N[C@H]1C(NCCN(C1)C(=O)OCC1=CC=CC=C1)=O)N=C(N3)C=3C=NN(C3)C Benzyl (6R)-6-{[7-cyano-2-(1-methyl-1H-pyrazol-4-yl)[1,2,4]triazolo[1,5-c]quinazolin-5-yl]amino}-5-oxo-1,4-diazepane-1-carboxylate